C(C)O[C@H]1[C@H](C1)C1(C=C(C(N(C1)CC1=CC(=C(C=C1)F)C)=O)C(=O)NC)C(=O)N 5-((1R,2R)-2-ethoxycyclopropyl)-1-(4-fluoro-3-methylbenzyl)-N3-methyl-2-oxo-1,2-dihydropyridine-3,5-dicarboxamide